FC(C(=O)N1CCC(CC1)O)(F)C=1C=C(C(=O)NC2=CC(=C(C=C2)F)C)C=C(C1)F 3-(1,1-difluoro-2-(4-hydroxypiperidin-1-yl)-2-oxoethyl)-5-fluoro-N-(4-fluoro-3-methylphenyl)benzamide